5-[[2-(6-oxo-7-oxa-2,5-diazaspiro[3.4]octane-2-carbonyl)-2-azaspiro[3.3]heptane-6-yl]methyl]-2-(trifluoromethoxy)benzamide O=C1NC2(CN(C2)C(=O)N2CC3(C2)CC(C3)CC=3C=CC(=C(C(=O)N)C3)OC(F)(F)F)CO1